2,6-bis(hydroxymethyl)-5-(piperazin-1-yl)-2,3-dihydro-1,4-benzodioxine OCC1COC2=C(O1)C=CC(=C2N2CCNCC2)CO